(R)-1-(4-((1-(3-(difluoro(1-isopropylazetidin-3-yl)methyl)-2-fluorophenyl)ethyl)amino)-7-methoxy-2-methylpyrido[2,3-d]pyrimidin-6-yl)cyclopropane-1-carbonitrile FC(C=1C(=C(C=CC1)[C@@H](C)NC=1C2=C(N=C(N1)C)N=C(C(=C2)C2(CC2)C#N)OC)F)(C2CN(C2)C(C)C)F